(5S)-5-[[(R)-tert-butylsulfinyl]amino]-2-formyl-spiro[5,7-dihydro-cyclopenta[b]pyridine-6,4'-piperidine]-1'-carboxylic acid tert-butyl ester C(C)(C)(C)OC(=O)N1CCC2(CC1)[C@@H](C=1C(=NC(=CC1)C=O)C2)N[S@](=O)C(C)(C)C